FC1=C(C=C(OC2=CC=C(C=C2)C2CC(CN3C2=NS(CC3)(=O)=O)C)C=C1)OC 9-[4-(4-fluoro-3-methoxyphenoxy)phenyl]-7-methyl-3,4,6,7,8,9-hexahydropyrido[2,1-c][1,2,4]thiadiazine 2,2-dioxide